FC(S(=O)(=O)N1CCC2=CC=C(C=C12)C(=O)NCC1=NC=C2C=CC(=NC2=C1)C1=NC(=CC=C1)N1C[C@@H](O[C@@H](C1)C)C)F 1-((difluoromethyl)sulfonyl)-N-((2-(6-((cis)-2,6-dimethylmorpholino)pyridin-2-yl)-1,6-naphthyridin-7-yl)methyl)indoline-6-carboxamide